11,11',11''-(propane-1,2,3-triyltris(oxy))tris(undecan-1-ol) C(C(COCCCCCCCCCCCO)OCCCCCCCCCCCO)OCCCCCCCCCCCO